COC1=CC=C(C[N+]2=C(C=3N(C=C2)C(=NC3)C=3SC(=CN3)C)C)C=C1 7-(4-methoxybenzyl)-8-methyl-3-(5-methylthiazol-2-yl)imidazo[1,5-a]pyrazin-7-ium